3-((((1-methylpiperidin-3-yl)methoxy)carbonyl)oxy)-2-(((E)-3-pentylundecyloxy) Methyl)propyl (9Z,12Z)-octadeca-9,12-dienoate C(CCCCCCC\C=C/C\C=C/CCCCC)(=O)OCC(COC(=O)OCC1CN(CCC1)C)COCCC(CCCCCCCC)CCCCC